C(C1=CC=CC=C1)OC=1C(=C(C(=O)O[C@H]2[C@@H](OC3=CC(=CC(=C3C2)OCC2=CC=CC=C2)OCC2=CC=CC=C2)C2=CC(=C(C(=C2)OCC2=CC=CC=C2)OCC2=CC=CC=C2)OCC2=CC=CC=C2)C=C(C1OCC1=CC=CC=C1)OC)F (2S,3R)-5,7-bis(benzyloxy)-2-(3,4,5-tris(benzyloxy)phenyl)chroman-3-yl 3,4-bis(benzyloxy)-2-fluoro-5-methoxybenzoate